((3,5-bis(trifluoromethyl))phenyl)boronic acid FC(C=1C=C(C=C(C1)C(F)(F)F)B(O)O)(F)F